C(CC=CCC=CCC)O non-3,6-dien-1-ol